ClC=1C=C(C=CC1Cl)NC(C1=CC(=CC=C1)NC1=NC=C(C=N1)C1=CC(=CC=C1)F)=O N-(3,4-dichlorophenyl)-3-{[5-(3-fluorophenyl)pyrimidin-2-yl]amino}benzamide